(S)-2-aminopropane-1-sulfonamide N[C@H](CS(=O)(=O)N)C